2-Amino-7-fluoro-4-(5-fluoro-3-((R)-3-((1S,4S)-5-methyl-2,5-diazabicyclo[2.2.1]heptan-2-yl)pyrrolidin-1-yl)-7,9-dihydrofuro[3,4-f]quinazolin-6-yl)thieno[3,2-c]pyridine-3-carbonitrile NC1=C(C=2C(=NC=C(C2S1)F)C=1C2=C(C=3C=NC(=NC3C1F)N1C[C@@H](CC1)N1[C@@H]3CN([C@H](C1)C3)C)COC2)C#N